tert-butyl [(1R*,2R*)-2-(6-bromo-4-oxo-3,4-dihydrothieno[3,2-d]pyrimidin-2-yl)cyclohexyl]carbamate BrC1=CC=2N=C(NC(C2S1)=O)[C@H]1[C@@H](CCCC1)NC(OC(C)(C)C)=O |o1:11,12|